LITHIUM IODINE (6-chloro-2-(1H-indazol-6-yl)-5-(methylcarbamoyl)-1H-benzo[d]imidazol-1-yl)propionic acid ClC=1C(=CC2=C(N(C(=N2)C2=CC=C3C=NNC3=C2)C(C(=O)O)C)C1)C(NC)=O.[I].[Li]